C(C)C(CN)C 2-Ethylpropylamin